BrC1=CC=C2N(CC(NC2=C1)=O)C(C1=CC(=C(C(=C1)OC)OC)OC)=O 7-bromo-4-(3,4,5-trimethoxybenzoyl)-3,4-dihydroquinoxalin-2(1H)-one